(E)-1,2-thiazolidine 1,1-dioxide S1(NCCC1)(=O)=O